FC=1C=C(C(=O)O)C(=C(C1F)F)F.BrC1=CC=2C3(C4=CC=CC=C4OC2C=C1)C1=CC=CC=C1C=1C=CC=CC13 2'-Bromospiro[fluorene-9,9'-xanthene] 3,4,5,6-tetrafluorobenzoate